IC=1C=NN2C1C=CC(=C2)C2(CCOCC2)C#N 4-(3-iodopyrazolo[1,5-a]pyridin-6-yl)tetrahydropyran-4-carbonitrile